tert-butyl 3-[4-[[4-[2-[(3S)-2,6-dioxo-3-piperidyl]-1-oxo-isoindolin-5-yl]piperazin-1-yl]methyl]-1-piperidyl]azetidine-1-carboxylate O=C1NC(CC[C@@H]1N1C(C2=CC=C(C=C2C1)N1CCN(CC1)CC1CCN(CC1)C1CN(C1)C(=O)OC(C)(C)C)=O)=O